octadecyl-xylene sodium [Na].C(CCCCCCCCCCCCCCCCC)C1=C(C(=CC=C1)C)C